3-methylbenzothiazolin-2-one hydrazone CN1C(SC2=C1C=CC=C2)=NN